methyltri(vinyldioxy)silane C[Si](OOC=C)(OOC=C)OOC=C